C(C)(C)(C)OC(=O)N1CC(N(CC1)C=1C=CC(=NC1)NC1=C(N=NC(=C1)C1=C(C=CC=C1F)F)C(=O)O)=O 4-((5-(4-(tert-butoxycarbonyl)-2-oxopiperazin-1-yl)pyridin-2-yl)amino)-6-(2,6-difluorophenyl)pyridazine-3-Carboxylic acid